C(C)(=O)O[C@@H]1/C=C/[C@@H]([C@@H](C(C(C[C@@H](CC[C@@]1(C)O)O)=O)=O)/C(=C/C=C/[C@H](COC(=O)N1CSCC1)C)/C)C 3-thiazolidinecarboxylic acid [(2r,3e,5e)-6-[(2r,3s,4e,6r,7r,10r)-6-acetoxy-7,10-dihydroxy-3,7-dimethyl-12-oxo-1-oxocyclododec-4-en-2-yl]-2-methylhept-3,5-dienyl] ester